Tetraazapentacene C1=CC=C2C=C3C=C4C=C5C(=CC4=CC3=CC2=C1)N=NN=N5